2-(6-methoxypyridine-3-carbonyl)-3,4-dihydro-1H-isoquinolin COC1=CC=C(C=N1)C(=O)N1CC2=CC=CC=C2CC1